tert-butyl (S)-3-((8-bromo-3-methyl-4-oxo-3,4-dihydropyrido[4,3-d]pyrimidin-5-yl)amino)pyrrolidine-1-carboxylate BrC1=CN=C(C2=C1N=CN(C2=O)C)N[C@@H]2CN(CC2)C(=O)OC(C)(C)C